ClC1=C(C(=O)O[C@H](CC(=O)OCC)C)C=C(C=C1)N=C=O [(1S)-3-ethoxy-1-methyl-3-oxo-propyl] 2-chloro-5-isocyanato-benzoate